(2'-amino-[4,4'-bipyridyl]-2-yl)carbamic acid tert-butyl ester C(C)(C)(C)OC(NC1=NC=CC(=C1)C1=CC(=NC=C1)N)=O